((((2R,3S,4R,5R)-5-(6-chloro-4-((2-cyclopropylethyl)amino)-1H-pyrazolo[3,4-d]pyrimidin-1-yl)-3,4-dihydroxytetrahydrofuran-2-yl)methoxy)methyl)phosphonic acid ClC1=NC(=C2C(=N1)N(N=C2)[C@H]2[C@@H]([C@@H]([C@H](O2)COCP(O)(O)=O)O)O)NCCC2CC2